tert-Butyl 3-(7-(thiazol-2-yl)-5-(2,2,2-trifluoro-1-methoxyethyl)benzo[d]oxazol-2-yl)-3,9-diazabicyclo[3.3.1]nonane-9-carboxylate S1C(=NC=C1)C1=CC(=CC=2N=C(OC21)N2CC1CCCC(C2)N1C(=O)OC(C)(C)C)C(C(F)(F)F)OC